[BH4-].CC=1C(=C(C(=C(C1)P(C1=CC=CC=C1)(C1=CC=CC=C1)C1=CC=CC=C1)C)C)C tetramethyl-tetraphenyl-phosphine borohydride